2-{3-[3-(2,2-difluorocyclopropyl)piperazin-1-yl]-1,2,4-triazin-6-yl}-5-(1H-pyrazol-4-yl)phenol dihydrochloride Cl.Cl.FC1(C(C1)C1CN(CCN1)C=1N=NC(=CN1)C1=C(C=C(C=C1)C=1C=NNC1)O)F